NC1=NNC2=CC=C(C(=C12)C)C1=C(C=C(C=C1)S(=O)(=O)N[C@H]1[C@@H](CCC1)O)C 4-(3-amino-4-methyl-1H-indazol-5-yl)-N-((1R,2R)-2-hydroxycyclopentyl)-3-methylbenzenesulfonamide